ClCC1=CC(=C(C=C1OCC)C1=NC(=NO1)C)C1CC1 5-(4-(chloromethyl)-2-cyclopropyl-5-ethoxyphenyl)-3-methyl-1,2,4-oxadiazole